FC(CS(=O)(=O)NC1=CC=C(C2=CC=CC=C12)OC1=NC=CC=C1C1=NC(=NC=C1)NC1CNCCC1)(F)F 2,2,2-trifluoro-N-(4-(3-(2-(piperidin-3-ylamino)pyrimidin-4-yl)pyridin-2-yloxy)naphthalen-1-yl)ethanesulfonamide